4-cyclooctenyl-trimethoxysilane C1(CCC=CCCC1)[Si](OC)(OC)OC